NC1CCN(CC1)C1=C(C(=NC=C1C1=CC(=CC(=C1)C)F)NCC)C1=NC2=C(N1)C=CC(=C2)Cl 4-(4-aminopiperidin-1-yl)-3-(5-chloro-1H-1,3-benzodiazol-2-yl)-N-ethyl-5-(3-fluoro-5-methylphenyl)pyridin-2-amine